4-[3-bromo-N-(2,2-difluoroethyl)-5-fluoro-anilino]-6-fluoro-1H-quinazolin-2-one BrC=1C=C(N(CC(F)F)C2=NC(NC3=CC=C(C=C23)F)=O)C=C(C1)F